N-(2-aminoethyl)-6-(2-(6-(difluoromethyl)pyridin-2-yl)-5,6-dihydro-4H-pyrrolo[1,2-b]pyrazol-3-yl)quinoline-3-carboxamide TFA salt OC(=O)C(F)(F)F.NCCNC(=O)C=1C=NC2=CC=C(C=C2C1)C1=C2N(N=C1C1=NC(=CC=C1)C(F)F)CCC2